[4-(6-Aminopyridazin-3-yl)-piperidin-1-yl]-[4-methoxy-6'-(2,2,2-trifluoro-ethoxy)-[3,3']bipyridinyl-6-yl]-methanon NC1=CC=C(N=N1)C1CCN(CC1)C(=O)C1=CC(=C(C=N1)C=1C=NC(=CC1)OCC(F)(F)F)OC